OC(C(=O)C1=CC=C(C=C1)OC1=CC=C(C=C1)C(C(C)(C)O)=O)(C)C 2-hydroxy-1-(4-[4-(2-hydroxy-2-methyl-propionyl)-phenoxy]-phenyl)-2-methyl-propan-1-one